N1(CCC(=O)[O-])C(=O)N(C)C=2N=CNC2C1=O theophyllineacetate